tert-Butyl 4-{17-oxo-3-[(trimethylsilyl)ethynyl]estra-1,3,5(10)-trien-2-yl}piperazine-1-carboxylate O=C1[C@]2(C)[C@@H](CC1)[C@@H]1CCC=3C=C(C(=CC3[C@H]1CC2)N2CCN(CC2)C(=O)OC(C)(C)C)C#C[Si](C)(C)C